1-[4-[3-[2,6-difluoro-3-(pyrrolidin-1-ylsulfonylamino)benzoyl]-1H-pyrrolo[2,3-b]pyridin-5-yl]phenyl]cyclopropanecarboxylic acid FC1=C(C(=O)C2=CNC3=NC=C(C=C32)C3=CC=C(C=C3)C3(CC3)C(=O)O)C(=CC=C1NS(=O)(=O)N1CCCC1)F